potassium triazolate C1=NNN=C1C(=O)[O-].[K+]